C1=C(C=CC2=CC(=CC=C12)C(=O)NN)C(=O)NN 2,6-naphthalenedicarboxylic acid dihydrazide